ClC=1C(=NC2=CC(=CC=C2C1)CN(C(=O)C=1C=NC(=C(C1)C(F)(F)F)C)C=1C(=NC=CC1)S(=O)(=O)C)NCC1=C(C=C(C=C1)OC)OC N-[(3-chloro-2-{[(2,4-dimethoxyphenyl)methyl]amino}quinolin-7-yl)methyl]-N-(2-methanesulfonylpyridin-3-yl)-6-methyl-5-(trifluoromethyl)pyridine-3-carboxamide